cis-3-amino-N-methylcyclobutane-1-carboxamide N[C@H]1C[C@H](C1)C(=O)NC